2-(trifluoromethyl)phenyl isocyanate FC(C1=C(C=CC=C1)N=C=O)(F)F